C1(CC1)NC1=CC(N(C(N1C)=O)C)=O 6-(cyclopropylamino)-1,3-dimethylpyrimidine-2,4(1H,3H)-dione